3-(5-chlorothien-2-yl)-1-isopropyl-1H-indazol-5-amine ClC1=CC=C(S1)C1=NN(C2=CC=C(C=C12)N)C(C)C